3-(4-ethanesulfonamido-3-{[(4-fluorophenyl)methyl](methyl)amino}phenyl)-5-[(pyrazin-2-yl)amino]-1-{[2-(trimethylsilyl)ethoxy]methyl}-1H-pyrazole-4-carboxamide C(C)S(=O)(=O)NC1=C(C=C(C=C1)C1=NN(C(=C1C(=O)N)NC1=NC=CN=C1)COCC[Si](C)(C)C)N(C)CC1=CC=C(C=C1)F